N-(4-{3-[(3-fluoro-2-methoxyphenyl)amino]-4-oxo-5H,6H,7H-pyrazolo[1,5-a]pyrazin-2-yl}-7-methoxyquinolin-6-yl)prop-2-enamide FC=1C(=C(C=CC1)NC=1C(=NN2C1C(NCC2)=O)C2=CC=NC1=CC(=C(C=C21)NC(C=C)=O)OC)OC